N-(2-(4-((3-((1H-pyrazol-4-yl)amino)-5-chlorobenzyl)amino)butoxy)ethyl)-6-(isoxazol-4-yl)-1H-indazol-4-amine N1N=CC(=C1)NC=1C=C(CNCCCCOCCNC=2C=3C=NNC3C=C(C2)C=2C=NOC2)C=C(C1)Cl